(R)-N-methyl-4-(6-methyl-4-oxo-2-thioxo-1,4,5,6,7,8-hexahydropyrido[3,4-d]-pyrimidin-3(2H)-yl)benzamide CNC(C1=CC=C(C=C1)N1C(NC2=C(C1=O)C[C@H](NC2)C)=S)=O